2'-deoxy-5-methoxycarbonyl-uridine COC(=O)C=1C(NC(N([C@H]2C[C@H](O)[C@@H](CO)O2)C1)=O)=O